(1S,4S)-5-(7-bromo-2-chloro-6,8-difluoroquinazolin-4-yl)-2,5-diazabicyclo[2.2.2]Octane-2-carboxylic acid tert-butyl ester C(C)(C)(C)OC(=O)N1[C@@H]2CN([C@H](C1)CC2)C2=NC(=NC1=C(C(=C(C=C21)F)Br)F)Cl